2-((3S,6S,12aS)-6-isobutyl-9-methoxy-1,4-dioxo-1,2,3,4,6,7,12,12a-octahydropyrazino[1',2':1,6]pyrido[3,4-b]indol-3-yl)acetic acid C(C(C)C)[C@@H]1N2[C@@H](CC3=C1NC=1C=C(C=CC31)OC)C(N[C@H](C2=O)CC(=O)O)=O